O1CCN(CC1)CC=O 2-morpholinoethanone